CC=1C=C(C(=O)C2=CC=C(C=C2)C=CC)C(=CC1C)C 4-[3,4,6-trimethylbenzoyl]phenylpropaneN